COCC(C)(C)NC(OC1CC(CC1)C1=CC(=NN1)NC1=C(C2=C(CS(C2)(=O)=O)C=C1)F)=O 3-(3-((4-fluoro-2,2-dioxido-1,3-dihydrobenzo[c]thiophen-5-yl)amino)-1H-pyrazol-5-yl)cyclopentyl (1-methoxy-2-methylpropan-2-yl)carbamate